N,N-diethyl-N-methoxyethylammonium C(C)[NH+](CCOC)CC